ethyl (2R)-2-(tert-butoxycarbonylamino)-2-[3-(trifluoro-methoxy)phenyl]acetate C(C)(C)(C)OC(=O)N[C@@H](C(=O)OCC)C1=CC(=CC=C1)OC(F)(F)F